(6-bromo-1-methyl-4-(methylthio)pyrido[2,3-d]pyrimidin-1-ium-2-yl)-methane iodide [I-].BrC1=CC2=C([N+](=C(N=C2SC)C)C)N=C1